C(C)OC(=O)C1=NN(C(=C1CC1=CC=CC=C1)C)C 4-benzyl-1,5-dimethyl-pyrazole-3-carboxylic acid ethyl ester